S1C=NC2=C1C=CC(=C2)[C@H]2N(C[C@@H]([C@@H](C2)OC)C)C(C(=O)NC=2C=C(C(=NC2)NC(OC(C)(C)C)=O)C2CC2)=O |&1:13| rac-tert-butyl N-[5-[[2-[(2S,5S)-2-(1,3-benzothiazol-5-yl)-4-methoxy-5-methyl-1-piperidyl]-2-oxo-acetyl]amino]-3-cyclopropyl-2-pyridyl]carbamate